1-(3-Fluorophenyl)-5,5-dimethylimidazolidine-2,4-dione FC=1C=C(C=CC1)N1C(NC(C1(C)C)=O)=O